CC(C)(C)S(=O)N=CC=1C=NC(=CC1)C(F)(F)F 2-methyl-N-((6-(trifluoromethyl)pyridin-3-yl)methylene)propane-2-sulfinamide